FC=1C=C(C=CC1O)C1=CC=C(C=C1)O 3-fluorobiphenyl-4,4'-diol